C(C)OC(=O)C=1OC2=C(C1C)C=C(C=C2)S(N(CCC2=CC=CC=C2)CC2=CC(=CC=C2)N2CCN(CC2)C(=O)OC(C)(C)C)(=O)=O 3-methyl-5-(N-(3-(4-(tert-butoxycarbonyl)piperazin-1-yl)benzyl)-N-phenethylsulfamoyl)benzofuran-2-carboxylic acid ethyl ester